Benzyl (6-(4-cyclopropyl-4H-1,2,4-triazol-3-yl)pyridin-2-yl)carbamate C1(CC1)N1C(=NN=C1)C1=CC=CC(=N1)NC(OCC1=CC=CC=C1)=O